O=C([C@H](CCCCN[C@H]1[C@@H](C1)C1=CC=CC=C1)NC(C1=CC=CC=C1)=O)N1CCCCC1 N-((S)-1-oxo-6-(((1R,2S)-2-phenylcyclopropyl)amino)-1-(piperidin-1-yl)hex-2-yl)benzamide